CSC=1OC2=C(N1)C=CC=1CCC(C12)CCNC(C)=O N-{2-[2-(methylthio)-7,8-dihydro-6H-indeno[5,4-d][1,3]oxazol-8-yl]ethyl}acetamide